ClC1=C(C=CC=C1)C1=CC(=CC=C1)Cl 2,3'-dichlorobiphenyl